C(CCC)SCCOC=1C=C2C(=CNC2=CC1)CCNC(C)=O N-(2-(5-(2-(butylthio)ethoxy)-1H-indol-3-yl)ethyl)acetamide